NC1=CC=C(C=C1)N1C(CN(CC1)C1CC1)=O 1-(4-Aminophenyl)-4-cyclopropylpiperazin-2-one